(2S)-3-methyl-2-[[3-(4-pyridyl)imidazo[1,2-b]pyridazin-6-yl]amino]butan-1-ol CC([C@@H](CO)NC=1C=CC=2N(N1)C(=CN2)C2=CC=NC=C2)C